(S)-9-(5-Chloro-thiophen-2-ylmethyl)-2-((S)-3-methyl-morpholin-4-yl)-8-trifluoromethyl-6,7,8,9-tetrahydro-pyrimido[1,2-a]-pyrimidin-4-one ClC1=CC=C(S1)CN1[C@@H](CCN2C1=NC(=CC2=O)N2[C@H](COCC2)C)C(F)(F)F